(R)-4-Methyl-3-((R)-1,1,1-trifluoro-2-hydroxypropan-2-yl)-4,5-dihydroisoxazolo[5,4-c]pyrazolo[1,5-a]pyridin-8-yl trifluoromethanesulfonate FC(S(=O)(=O)OC1=NN2C(C3=C([C@H](C2)C)C(=NO3)[C@@](C(F)(F)F)(C)O)=C1)(F)F